Methyl 2-((4-(5-(1-(2,4-dichlorophenoxy)ethyl)furan-2-carbonyl)piperazin-1-yl)methyl)-1-(((S)-oxetan-2-yl)methyl)-1H-benzo[d]imidazole-6-carboxylate ClC1=C(OC(C)C2=CC=C(O2)C(=O)N2CCN(CC2)CC2=NC3=C(N2C[C@H]2OCC2)C=C(C=C3)C(=O)OC)C=CC(=C1)Cl